N,N,N'-trimethylformamidine CN(C=NC)C